CC(CCC(=O)O)(C)C 4,4-dimethylvaleric acid